C1C(CC12CCC2)NC(=O)NCC2=NC(=NC=C2)O[C@@H](C(F)(F)F)C |r| (±)-1-spiro[3.3]hept-2-yl-3-[2-(2,2,2-trifluoro-1-methyl-ethoxy)-pyrimidin-4-ylmethyl]-urea